(1R,2S,5S)-N-(2-amino-2-oxo-1-phthalazin-1-yl-ethyl)-3-[(2S)-2-(cyclopropanecarbonylamino)-3-cyclopropyl-propanoyl]-6,6-dimethyl-3-azabicyclo[3.1.0]hexane-2-carboxamide NC(C(C1=NN=CC2=CC=CC=C12)NC(=O)[C@@H]1[C@H]2C([C@H]2CN1C([C@H](CC1CC1)NC(=O)C1CC1)=O)(C)C)=O